C12CC(CC(CC1)O2)NC(C2=C(C=CC(=C2)S(F)(F)(F)(F)F)NS(=O)(=O)C)=O N-(8-oxabicyclo[3.2.1]octan-3-yl)-2-(methylsulfonamido)-5-(pentafluoro-λ6-sulfanyl)benzamide